C1=CC=CC=2C3=CC=CC=C3C(C12)COC(=O)N([C@@H](CC(=O)O)C(=O)N1C2COCC1CC2)C (3S)-3-[9H-fluoren-9-ylmethoxycarbonyl(methyl)amino]-4-(3-oxa-8-azabicyclo[3.2.1]octan-8-yl)-4-oxobutanoic acid